([1,1'-biphenyl]-4-yloxy)-aniline C1(=CC=C(C=C1)ONC1=CC=CC=C1)C1=CC=CC=C1